(E)-4-(((4-((2-(aminomethyl)-3-fluoroallyl)oxy)phenyl)sulfonyl)methyl)-N,N-diethylbicyclo[2.2.2]octane-1-carboxamide NC/C(/COC1=CC=C(C=C1)S(=O)(=O)CC12CCC(CC1)(CC2)C(=O)N(CC)CC)=C\F